COC=1C=C2C(=CNC2=CC1)CCNC1=NC=CC(=N1)NC=1C=C2C=C(NC2=CC1)C N2-[2-(5-methoxy-1H-indol-3-yl)ethyl]-N4-(2-methyl-1H-indol-5-yl)pyrimidine-2,4-diamine